racemic-N-methyl-1-ferrocenyl-ethylamine CN[C@H](C)[C-]1C=CC=C1.[CH-]1C=CC=C1.[Fe+2] |r|